BrC=1C=C(C=C(C1)S(=O)(=O)C)C1=NN(N=C1)C (3-bromo-5-(methylsulfonyl)phenyl)-2-methyl-2H-1,2,3-triazole